N-(2,6-Dimethoxy-pyrimidin-4-yl)-4-(2,5-dimethyl-3-(2-(pyrrolidin-1-yl)acetyl)-1H-pyrrol-1-yl)benzene-sulfonamide COC1=NC(=CC(=N1)NS(=O)(=O)C1=CC=C(C=C1)N1C(=C(C=C1C)C(CN1CCCC1)=O)C)OC